COC1=CC2=C(NC(=N2)S(=O)(=O)CC2=NC=C(C(=C2C)OC)C)C=C1 5-methoxy-2-[[(4-methoxy-3,5-dimethylpyridin-2-yl)methyl]sulfonyl]-1H-benzimidazole